(S)-N-(7-(2-(2-oxa-6-azaspiro[3.3]heptan-6-yl)ethoxy)-5-methyl-4-oxo-2,3,4,5-tetrahydrobenzo[b][1,4]oxazepin-3-yl)-4-(3-fluorobenzyl)-1H-pyrazole-1-carboxamide C1OCC12CN(C2)CCOC2=CC1=C(OC[C@@H](C(N1C)=O)NC(=O)N1N=CC(=C1)CC1=CC(=CC=C1)F)C=C2